4-[2-(2,3-dihydro-1H-inden-2-yloxy)-5-(methylsulfonyl)phenyl]-6-methyl-1,6-dihydro-7H-pyrrolo[2,3-c]pyridin-7-one C1C(CC2=CC=CC=C12)OC1=C(C=C(C=C1)S(=O)(=O)C)C=1C2=C(C(N(C1)C)=O)NC=C2